BrC1=CC(=C(O[C@](C(=O)O)(C)[2H])C=C1)C(CC)(F)F (S)-2-[4-bromo-2-(1,1-difluoropropyl)phenoxy](2-2H)propionic acid